C(#N)C1=C(SC2=C1C=CC=C2COC)C2=C(C=NN2C)C2=CC=C1C(NN=C(C1=C2)CNC(OC(C)(C)C)=O)=O tert-butyl N-[[7-[5-[3-cyano-7-(methoxymethyl)benzothiophen-2-yl]-1-methyl-pyrazol-4-yl]-4-oxo-3H-phthalazin-1-yl]methyl]carbamate